C(C)C1=NC=C2N1CCNC2 3-Ethyl-5,6,7,8-tetrahydroimidazo[1,5-a]pyrazine